FC1(CCN(CC1)C1=CC(=CC(=N1)C(=O)OC)C)F methyl 6-(4,4-difluoropiperidin-1-yl)-4-methylpyridinecarboxylate